ClC1=C(C=2N=C3N(CCN(C3)C(CCOCCC)=O)C2N=C1)Cl 1-(3-(3,4-dichloro-8,9-dihydropyrido[3',2':4,5]imidazo[1,2-a]pyrazin-7(6H)-yl)-3-oxopropoxy)propan